ClC1=CC=C(C[C@H]2CC[C@@]([C@]2(O)CN2N=CN=C2)(C)CCl)C=C1 (1S,2R,5R)-5-(4-chlorobenzyl)-2-chloromethyl-2-methyl-1-(1H-1,2,4-triazole-1-ylmethyl)Cyclopentanol